(11S)-13-(2,6-difluorophenyl)-11-methyl-10-oxo-7-thia-9,12-diazatricyclo[6.5.0.02,6]Tridec-1(8),2(6),12-triene-4-carboxylic acid ethyl ester C(C)OC(=O)C1CC=2C=3C(=N[C@H](C(NC3SC2C1)=O)C)C1=C(C=CC=C1F)F